FC1=C(C=CC=C1)C1=C(C(=NC=2C[C@@](CCC12)(C1=C(N=CS1)C)C)N1CC2(CN(C2)C(C=C)=O)CC1)C#N (7R)-4-(2-fluorophenyl)-7-methyl-7-(4-methyl-1,3-thiazol-5-yl)-2-(2-(2-propenoyl)-2,6-diazaspiro[3.4]octan-6-yl)-5,6,7,8-tetrahydro-3-quinolinecarbonitrile